FC=1C=CC2=C(N=C(O2)SC)C1 5-fluoro-2-(methylthio)benzo[d]oxazole